N[C@@H](C(=O)N[C@@H](C(=O)NC(C(=O)N1CCC(CC1)C(=O)O)CCCC)CCCCCF)CC1=CC=CC=C1 [2-[[(2R)-2-[[(2R)-2-amino-3-phenyl-propionyl]amino]-7-fluoro-heptanoyl]amino]hexanoyl]piperidine-4-carboxylic acid